ClC=1C=C2C(C(NC2=CC1)=O)=NN=C1SCC(N1C1=CC=C(C=C1)CCCC)=O 5-chloro-3-(2-(3-(4-n-butylphenyl)-4-oxothiazolidin-2-ylidene)hydrazono)-1H-indol-2-one